C1(CC1)OC1=CC=C(C=C1)N1C(N2C(CNCC2)=C1C(=O)N[C@@H](C)C1=CC=C(C=C1)OC)=O 2-[4-(cyclopropoxy)phenyl]-N-[(1S)-1-(4-methoxyphenyl)ethyl]-3-oxo-6,8-dihydro-5H-imidazo[1,5-a]pyrazine-1-carboxamide